C(C)(=O)OC1C[C@@]2(C([C@H]([C@H]3[C@@H]4C[C@H]5[C@H]([C@H](C)[C@]6(O5)CCC(C)CO6)[C@]4(CC[C@@H]3[C@]2(CC1)C)C)Br)=O)O (5alpha,7alpha)-7-bromo-5-hydroxy-6-oxospirostan-3-yl acetate